(2-(4-(trifluoromethyl)phenyl)-1H-imidazol-4-yl)(3,4,5-trimethoxyphenyl)methanone FC(C1=CC=C(C=C1)C=1NC=C(N1)C(=O)C1=CC(=C(C(=C1)OC)OC)OC)(F)F